C(C1=CC(=C(N)C(=C1)CCC)CCC)C1=CC(=C(N)C(=C1)CCC)CCC 4,4'-methylenebis(2,6-dipropylaniline)